9-Nitropyrido[3',4':4,5]pyrimido[1,2-a]indol-5(11H)-one [N+](=O)([O-])C1=CC=2CC=3N(C2C=C1)C(C1=C(N3)C=NC=C1)=O